5-(4-morpholinylbutyl)-1,3,4-thiadiazole-2-carboxylic acid ethyl ester C(C)OC(=O)C=1SC(=NN1)CCCCN1CCOCC1